α-hydroxymyristic acid OC(C(=O)O)CCCCCCCCCCCC